N[C@H](C(=O)OCC)CC=1C=CC2=C(B(OC2)O)C1 ethyl (S)-2-amino-3-(1-hydroxy-1,3-dihydrobenzo[c][1,2]oxaborol-6-yl)propanoate